Bis(dimethylamino)diphenylmethane CN(C)C(C1=CC=CC=C1)(C1=CC=CC=C1)N(C)C